COC(C1=C(C=CC(=C1)OC)OC=1C2=C(N=CN1)C=CN2)=O ((5H-pyrrolo[3,2-d]pyrimidin-4-yl)oxy)-5-methoxybenzoic acid methyl ester